ClC1=CC=C2C(C=C(N(C2=C1)C(C)C)C1N(CC1)C(=O)OC(C)(C)C)=O tert-butyl 2-(7-chloro-1-isopropyl-4-oxo-1,4-dihydroquinolin-2-yl)azetidine-1-carboxylate